ClC=1C=CC(=C(C1)NC(=O)NC1CN(C(C1)=O)C1CCC1)C 1-(5-chloro-2-methylphenyl)-3-(1-cyclobutyl-5-oxopyrrolidin-3-yl)urea